C(C)(C)(C)OC(=O)N1CCC=2C=C(C(=NC2C1)OS(=O)(=O)C(F)(F)F)I iodo-2-(trifluoromethanesulfonyl-oxy)-6,8-dihydro-5H-1,7-naphthyridine-7-carboxylic acid tert-butyl ester